BrC1=CC(=C(C(=C1)OCC1=CC=CC=C1)NC(C)=O)[N+](=O)[O-] N-{4-bromo-2-nitro-6-[(benzyl)oxy]phenyl}acetamide